9,9',9''-(4-(3-(4,6-diphenyl-1,3,5-triazin-2-yl)phenyl)pyridine-2,3,5-triyl)tris(9H-carbazole) C1(=CC=CC=C1)C1=NC(=NC(=N1)C1=CC=CC=C1)C=1C=C(C=CC1)C1=C(C(=NC=C1N1C2=CC=CC=C2C=2C=CC=CC12)N1C2=CC=CC=C2C=2C=CC=CC12)N1C2=CC=CC=C2C=2C=CC=CC12